[C@H]12COC[C@H](CC1)N2C=2C(=C(N)C=CC2)[N+](=O)[O-] 3-((1R,5S)-3-oxa-8-azabicyclo[3.2.1]Oct-8-yl)-2-nitroaniline